CC1=C(C(=O)OC(C(C(C)(C)C)(C)C)OS(=O)(=O)ON2[C@@H]3CC[C@H](N(C2=O)C3)C(N)=O)C(=CC=C1)C (((((1R,2S,5R)-2-carbamoyl-7-oxo-1,6-diazabicyclo[3.2.1]oct-6-yl) oxy) sulfonyl) oxy)-2,2,3,3-tetramethylbutyl 2,6-dimethylbenzoate